MethylTrioctyl-ammonium chloride [Cl-].C[N+](CCCCCCCC)(CCCCCCCC)CCCCCCCC